FC1=CC=C(C=C1)C(=O)N1CC=2N(CC1)N=C(C2B2OC(C(O2)(C)C)(C)C)C2=CC=C(C=C2)F (4-fluorophenyl)(2-(4-fluorophenyl)-3-(4,4,5,5-tetramethyl-1,3,2-dioxaborolan-2-yl)-6,7-dihydro-pyrazolo[1,5-a]pyrazin-5(4H)-yl)methanone